CC1CCNCC1 4-Methylpiperidine